CN1C(N(CC=C1)C(=O)N)=O 1-methyl-2-oxo-1,2-dihydropyrimidine-3-carboxamide